C(#N)C1=C(C=C(C=N1)NC(=O)C1(CCC1)NC1=CC(=C(C(=O)NC)C=C1)F)C(F)(F)F 4-((1-((6-cyano-5-(trifluoromethyl)pyridine-3-yl)carbamoyl)cyclobutyl)amino)-2-fluoro-N-methylbenzamide